FCCCCC1=C(C(=C(C(=C1C)O)OC)OC)O 2-(4-fluorobutyl)-5,6-dimethoxy-3-methylbenzene-1,4-diol